C(=C)[C@H]1C[C@@H]([C@H]2[C@@H]1OC(O2)(C)C)N2C=C(C1=C2N=CN=C1Cl)C=O 7-[(3aS,4S,6R,6aR)-6-vinyl-2,2-dimethyl-hexahydrocyclopenta[d][1,3]dioxol-4-yl]-4-chloro-7H-pyrrolo[2,3-d]pyrimidine-5-carbaldehyde